CCCCCCCC/C=C\CCCCCCCCCCCCOC[C@H](COP(=O)([O-])OCC[N+](C)(C)C)OC(=O)CCCCCCCCCCC/C=C\C/C=C\CCCCC 1-(13Z-docosenyl)-2-(13Z,16Z-docosadienoyl)-sn-glycero-3-phosphocholine